2-i-docosen-1-ol C(C=CCCCCCCCCCCCCCCCCC(C)C)O